N=1N2C(=CC1C=1C=C(N)C=CC1C)CCC2 3-(5,6-dihydro-4H-pyrrolo[1,2-b]pyrazol-2-yl)-4-methylaniline